C(C(C)C)(=O)OC1=CC=C(C=C1)CC(C(COC)=O)N=CC1=CC(=CC(=C1)O)Br 4-(2-(3-bromo-5-hydroxybenzylideneamino)-4-methoxy-3-oxobutyl)phenyl isobutyrate